C1(=CC=CC=C1)NC1=CC=C(OCCC=O)C=C1 3-[4-(PHENYLAMINO)PHENOXY]PROPANAL